NCCCCCCN hexa-methylendiamine